CC1=NC(=NO1)C=1C=C(C=CC1)C(=O)NCCC(=O)NC=1N=C(NC1)C 3-[[3-(5-methyl-1,2,4-oxadiazol-3-yl)phenyl]formamido]-N-(2-methyl-1H-imidazol-4-yl)propanamide